(S)-2-(3-(5-Amino-6-(2-methyloxazol-5-yl)pyrazin-2-yl)4-(methyl-d3)phenyl)-3,3,3-trifluoropropane-1,2-diol NC=1N=CC(=NC1C1=CN=C(O1)C)C=1C=C(C=CC1C([2H])([2H])[2H])[C@](CO)(C(F)(F)F)O